C(C1=CC=CC=C1)OC(=O)N(C1CC2(CN(C2)C(=O)OC(C)(C)C)C1)C tert-butyl 6-((benzyloxycarbonyl)(methyl)amino)-2-azaspiro[3.3]heptane-2-carboxylate